NCC=1N=C(OC1)C=1C(=C(C#N)C=CC1)OC (4-(aminomethyl)oxazol-2-yl)-2-methoxybenzonitrile